5-[(1S)-1-aminoethyl]-N-methyl-1-pyrimidin-2-yl-1,2,4-triazol-3-amine hydrochloride Cl.N[C@@H](C)C1=NC(=NN1C1=NC=CC=N1)NC